N-[2-(3-carbamoylphenyl)propan-2-yl]-1-[(2,4-difluorophenyl)methyl]-1H-indazole-3-carboxamide C(N)(=O)C=1C=C(C=CC1)C(C)(C)NC(=O)C1=NN(C2=CC=CC=C12)CC1=C(C=C(C=C1)F)F